COC1=C(C=CC(=N1)N(C)C)B1OC(C(O1)(C)C)(C)C 6-methoxy-N,N-dimethyl-5-(4,4,5,5-tetramethyl-1,3,2-dioxaborolan-2-yl)pyridin-2-amine